2-(4-{[6-fluoro-7-(8-methyl-2,3-dihydro-1H-pyrido[2,3-b][1,4]oxazin-7-yl)quinazolin-2-yl]amino}phenyl)acetamide FC=1C=C2C=NC(=NC2=CC1C1=C(C2=C(OCCN2)N=C1)C)NC1=CC=C(C=C1)CC(=O)N